C(C)(C)(C)OC(=O)N1CCN(CC1)C1=CC=C(N=N1)C(=O)O 6-(4-(tert-Butyloxycarbonyl)piperazine-1-yl)pyridazine-3-carboxylic acid